tert-butyl 4-((5-(methylthio)pyrimidin-2-yl)oxy)piperidine-1-carboxylate CSC=1C=NC(=NC1)OC1CCN(CC1)C(=O)OC(C)(C)C